C(C1=CC=CC=C1)[C@H]1N(C(OC1)=O)C(/C=C/C[C@H](C1=CC=C(C=C1)F)NC(OC(C)(C)C)=O)=O tert-Butyl ((R,E)-5-((R)-4-benzyl-2-oxooxazolidin-3-yl)-1-(4-fluorophenyl)-5-oxopent-3-en-1-yl)carbamate